ClC=1C(=NC=C(N1)N1C(CCC1)C1=C(C=CC=C1)Cl)C(=O)OC methyl 3-chloro-5-(2-(2-chlorophenyl)pyrrolidin-1-yl)pyrazine-2-carboxylate